4E-hexadienoic acid C(C=C\C=C\C)(=O)O